5-fluoro-1-[[4-fluoro-3-[[4-[4-[[2-methyl-3-oxo-1-(2-pyridyl)pyrazolo[3,4-d]pyrimidin-6-yl]amino]phenyl]piperazin-1-yl]methyl]phenyl]methyl]quinazoline-2,4-dione FC1=C2C(NC(N(C2=CC=C1)CC1=CC(=C(C=C1)F)CN1CCN(CC1)C1=CC=C(C=C1)NC1=NC=C2C(=N1)N(N(C2=O)C)C2=NC=CC=C2)=O)=O